3,5-cyclohexadienimine C1(CC=CC=C1)=N